C(C)N1CCN(CC1)C(=O)O[C@@H]1CC[C@H](CC1)C(N(C[C@@H]1CC[C@H](CC1)C1=NC(=C(C=C1)OC)C)C1=NC=CC(=C1)C=1N=C(OC1)C1CC1)=O trans-4-((4-(2-Cyclopropyloxazol-4-yl)pyridine-2-yl)((trans-4-(5-methoxy-6-methylpyridin-2-yl)cyclohexyl)methyl)carbamoyl)cyclohexyl 4-ethylpiperazine-1-carboxylate